1-(4-((4-((2-fluoro-4-((2-(4-methoxypiperidin-1-yl)pyridin-4-yl)oxy)phenyl)amino)-7-methoxyquinazolin-6-yl)amino)piperidin-1-yl)prop-2-en-1-one FC1=C(C=CC(=C1)OC1=CC(=NC=C1)N1CCC(CC1)OC)NC1=NC=NC2=CC(=C(C=C12)NC1CCN(CC1)C(C=C)=O)OC